ClC1=C(C=2N=C(N=C(C2C(=N1)OC[C@H]1NCCC[C@H]1O)O)S(=O)(=O)C)F 7-chloro-8-fluoro-5-[[(2r,3r)-3-hydroxy-2-piperidinyl]methoxy]-2-methylsulfonyl-pyrido[4,3-d]pyrimidin-4-ol